OC1=C(C=C(C=C1)CNC(CCCC=CCC=CCC=CCC=CCCCCC)=O)OC N-[(4-hydroxy-3-methoxyphenyl)methyl]-5,8,11,14-eicosatetraenamide